CC1(CCC2=C3C(=C(C(=C2O1)C4CC(OC5=C4C6=C(C(=C5)O)C(=O)C7=C(N6)C(=CC=C7)O)(C)C)O)C(=O)C8=C(N3)C(=CC=C8)O)C The molecule is an alkaloid of the class of acridone derivatives isolated from Oriciopsis glaberrima and has been shown to exhibit radical scavenging and alpha-glucosidase inhibitory activity. It has a role as a metabolite, an EC 3.2.1.20 (alpha-glucosidase) inhibitor and a radical scavenger. It is a member of acridone derivatives, an alkaloid, a cyclic ether, an organic heterotetracyclic compound, a polyphenol and a ring assembly.